CC1=NC(=CC(=C1)C=1C=C(C=CC1)C1=CC(=NC=C1C1=CC=CC=2N(C3=CC=CC=C3C12)C1=CC=CC=C1)C1=CC=CC=2N(C3=CC=CC=C3C12)C1=CC=CC=C1)C 4,4'-(4-(3-(2,6-dimethylpyridin-4-yl)phenyl)pyridine-2,5-diyl)bis(9-phenyl-9H-carbazole)